tert-butyl 4-(4-(benzyl(tert-butoxycarbonyl)amino)-2-(4-cyano-2-methyl-1H-indol-1-yl)pyrrolo[2,1-f][1,2,4]triazin-7-yl)-3-fluoropiperidine-1-carboxylate C(C1=CC=CC=C1)N(C1=NC(=NN2C1=CC=C2C2C(CN(CC2)C(=O)OC(C)(C)C)F)N2C(=CC1=C(C=CC=C21)C#N)C)C(=O)OC(C)(C)C